BrC1=CC=C2CCC(C2=C1F)(O)CC1=NC(=NC(=C1CO)Cl)SC 6-bromo-1-((6-chloro-5-(hydroxymethyl)-2-(methylthio)pyrimidin-4-yl)methyl)-7-fluoro-2,3-dihydro-1H-inden-1-ol